C(=S)=C1NC(C2=C(N1CC1=C(C=CC=C1)C1N(CCC(C1)C(F)(F)F)S(=O)(=O)C1=CC=C(C)C=C1)C=CN2)=O 2-Thiocarbonyl-1-(2-(1-p-toluenesulfonyl-4-(trifluoromethyl)piperidin-2-yl)benzyl)-1,2,3,5-tetrahydro-4H-pyrrolo[3,2-d]pyrimidin-4-one